2-(4-Boc-piperazino)ethyl (E)-6-(4-tert-Butyldimethylsilyloxy-6-methoxy-7-methyl-3-oxo-1,3-dihydroisobenzofuran-5-yl)-4-methylhex-4-enoate [Si](C)(C)(C(C)(C)C)OC1=C2C(OCC2=C(C(=C1C/C=C(/CCC(=O)OCCN1CCN(CC1)C(=O)OC(C)(C)C)\C)OC)C)=O